isopropyl hexafluoropropyl ether FC(C(F)(F)OC(C)C)C(F)(F)F